ethyl 7-amino-6-(2-methoxynaphthalen-1-yl)pyrazolo[1,5-a]pyrimidine-3-carboxylate NC1=C(C=NC=2N1N=CC2C(=O)OCC)C2=C(C=CC1=CC=CC=C21)OC